2-(4-fluoro-2-methoxyphenyl)ethanone tert-butyl-(S)-4-(7-bromo-6-chloro-8-cyclopropoxy-2-((1-methylpyrrolidin-3-yl)oxy)quinazolin-4-yl)piperazin-1-carboxylate C(C)(C)(C)OC(=O)N1CCN(CC1)C1=NC(=NC2=C(C(=C(C=C12)Cl)Br)OC1CC1)O[C@@H]1CN(CC1)C.FC1=CC(=C(C=C1)CC=O)OC